5-(1-(3-morpholino-bicyclo[1.1.1]pentan-1-yl)-2-(2,2,2-trifluoro-ethyl)-1H-imidazol-4-yl)-3-(trifluoro-methoxy)pyridin-2-amine O1CCN(CC1)C12CC(C1)(C2)N2C(=NC(=C2)C=2C=C(C(=NC2)N)OC(F)(F)F)CC(F)(F)F